OC=1C(=NC=CC1OC)C(=O)N[C@H](C(=O)OC(C)C1(CC1)C1=CC=CC2=CC=CC=C12)C 1-[1-(1-naphthyl)cyclopropyl]ethyl (2S)-2-[(3-hydroxy-4-methoxy-pyridine-2-carbonyl)amino]propanoate